(2S)-4-[(35-azido-3,6,9,12,15,18,21,24,27,30,33-undecaoxapentatriacontan-1-yl)carbamoyl]-2-(14-sulfotetradecanamido)butanoic acid N(=[N+]=[N-])CCOCCOCCOCCOCCOCCOCCOCCOCCOCCOCCOCCNC(=O)CC[C@@H](C(=O)O)NC(CCCCCCCCCCCCCS(=O)(=O)O)=O